O=C1N(C=NC2=CC=C(C=C12)N1CCNCC1)CC(=O)O 4-oxo-6-(1-piperazinyl)-3(4H)-quinazoline-acetic acid